ClC=1C=C(C=CC1I)CCC(=O)O 3-(3-chloro-4-iodophenyl)propionic acid